tristearyl-monomethyl-ammonium chloride [Cl-].C(CCCCCCCCCCCCCCCCC)[N+](C)(CCCCCCCCCCCCCCCCCC)CCCCCCCCCCCCCCCCCC